N1(CCC2=CC=CC=C12)C=1C=CC(=NC1)NC(C(C)C)=O N-(5-indolin-1-yl-2-pyridinyl)-2-methyl-propionamide